CN(C(=O)N1C=CC2=CC=CC=C12)C N,N-dimethyl-1H-indole-1-carboxamide